Cl.NCCCCCCCCCO 9-aminononan-1-ol hydrochloride